(2R)-3-[2-[(2S)-8-chloro-4-oxo-chroman-2-yl]-5-(trifluoromethyl)phenoxy]-2-(ethylsulfamoylamino)propionic acid ClC=1C=CC=C2C(C[C@H](OC12)C1=C(OC[C@H](C(=O)O)NS(NCC)(=O)=O)C=C(C=C1)C(F)(F)F)=O